OC1=C(C=CC(=C1)O)C(C)N1C(CCCCC1)=O N-(1-(2,4-dihydroxyphenyl)ethyl)-2-azepanone